9-(4-chloro-2-fluoro-phenyl)-7-[2-(5-cyclopropyl-1,2,4-oxadiazol-3-yl)tetrahydropyran-4-yl]-2,3-dimethyl-pyrazino[1,2-a]pyrimidin-4-one ClC1=CC(=C(C=C1)C1=NC(=CN2C1=NC(=C(C2=O)C)C)C2CC(OCC2)C2=NOC(=N2)C2CC2)F